FC=1C=CC(=NC1)S(=O)(=O)N1[C@@H]([C@@H]2CC[C@H](C1)N2C(=O)OC(C)(C)C)C(=O)OCC 8-(tert-butyl) 2-ethyl (1s,2s,5r)-3-((5-fluoropyridin-2-yl) sulfonyl)-3,8-diazabicyclo[3.2.1]octane-2,8-dicarboxylate